C(C)(C)OC(C(C)N=P(=O)OC1=C(C=CC=C1)OCC=1C=NC(=C(C1C=O)O)C)=O 2-((R)-((4-formyl-5-hydroxy-6-methylpyridin-3-yl)methoxy)(phenoxy)phosphorylamino)propionic acid (S)-isopropyl ester